ClC=1C=CC=2N=CN=C(C2N1)NC1=C(C=C(C(=C1)C)OC1=CC2=C(N(C=N2)C)C=C1)F 6-Chloro-N-(2-fluoro-5-methyl-4-((1-methyl-1H-benzo[d]imidazol-5-yl)oxy)phenyl)pyrido[3,2-d]pyrimidin-4-amine